3-((5-methyl-2-((4-(2-(pyrrolidin-1-yl)ethoxy)phenyl)amino)pyrimidin-4-yl)amino)benzenesulfonamide CC=1C(=NC(=NC1)NC1=CC=C(C=C1)OCCN1CCCC1)NC=1C=C(C=CC1)S(=O)(=O)N